[(3S)-1-Methyl-5-oxo-pyrrolidin-3-yl] (4-nitrophenyl) carbonate C(O[C@@H]1CN(C(C1)=O)C)(OC1=CC=C(C=C1)[N+](=O)[O-])=O